(E)-ethyl 3-(4,4,5,5-tetramethyl-1,3,2-dioxaborolan-2-yl)but-2-enoate CC1(OB(OC1(C)C)\C(=C/C(=O)OCC)\C)C